2-(Dimethylamino)ethyl (R)-2-(5-(1-(3,5-dichloropyridin-4-yl)ethoxy)-1H-indazol-3-yl)-4,6-dihydropyrrolo[3,4-d]imidazole-5(1H)-carboxylate ClC=1C=NC=C(C1[C@@H](C)OC=1C=C2C(=NNC2=CC1)C1=NC2=C(N1)CN(C2)C(=O)OCCN(C)C)Cl